N-(3-chloro-5-(methylsulfonyl)phenyl)-1-(5-(3-fluoroazetidin-1-yl)pyrimidin-2-yl)-5-methyl-1H-pyrrole-3-carboxamide ClC=1C=C(C=C(C1)S(=O)(=O)C)NC(=O)C1=CN(C(=C1)C)C1=NC=C(C=N1)N1CC(C1)F